(+/-)-3-Fluoro-4-(4-{[2-(3-methoxy-1-methyl-1H-pyrazol-4-yl)pyrrolidin-1-yl]methyl}phenoxy)benzamid FC=1C=C(C(=O)N)C=CC1OC1=CC=C(C=C1)CN1[C@H](CCC1)C=1C(=NN(C1)C)OC |r|